iridium (III) tris[3-(2,6-dimethylphenyl)-7-methylimidazo[1,2-f]phenanthridine] CC1=C(C(=CC=C1)C)C1=CN=C2N1C=1C=CC(=CC1C=1C=CC=CC21)C.CC2=C(C(=CC=C2)C)C2=CN=C1N2C=2C=CC(=CC2C=2C=CC=CC12)C.CC1=C(C(=CC=C1)C)C1=CN=C2N1C=1C=CC(=CC1C=1C=CC=CC21)C.[Ir+3]